N-(2-(4-((4-(difluoromethoxy)-1H-pyrrolo[3,2-c]pyridin-1-yl)sulfonyl)piperazin-1-yl)-2-oxoethyl)acrylamide FC(OC1=NC=CC2=C1C=CN2S(=O)(=O)N2CCN(CC2)C(CNC(C=C)=O)=O)F